Isopropyl (1-(5-(3-cyano-6-methoxypyrazolo[1,5-a]pyridin-4-yl)pyridin-2-yl)-4-methylpiperidin-4-yl)carbamate C(#N)C=1C=NN2C1C(=CC(=C2)OC)C=2C=CC(=NC2)N2CCC(CC2)(C)NC(OC(C)C)=O